[C@@H]12NCC[C@H]2N(C1)C=1SN=C2C1C=NC(=C2F)C2=CC=CC1=CC=C(C(=C21)Cl)F 3-((1R,5R)-2,6-diazabicyclo[3.2.0]heptan-6-yl)-6-(8-chloro-7-fluoronaphthalen-1-yl)-7-fluoroisothiazolo[4,3-c]pyridine